C(C)(C)(C)OC(=O)N1CCC(CC1)S(=O)(=O)Cl N-t-butoxycarbonyl-4-chlorosulfonylpiperidine